3-bromo-6-[2-(tert-butyldimethylsilyl)ethynyl]-2,4-lutidine BrC=1C(=NC(=CC1C)C#C[Si](C)(C)C(C)(C)C)C